5-chloro-4-[(3S)-3-(dimethylamino)pyrrolidin-1-yl]-2-(2-fluoro-4-pyridyl)-1H-pyrimidin-6-one ClC1=C(N=C(NC1=O)C1=CC(=NC=C1)F)N1C[C@H](CC1)N(C)C